glycidyl eleostearate C(CCCCCCCC=CC=CC=CCCCC)(=O)OCC1CO1